P(O)(O)O.P(O)(O)O.C(C)(C)(C)C1=C(C(=CC(=C1)C(C)(C)C)C(C)(C)C)C(O)C(CO)(CO)CO 2,4,6-tri-t-butylphenyl-pentaerythritol bisphosphite